The molecule is an organophosphate oxoanion resulting from the deprotonation of the phosphate group of alpha-D-galactosamine 1-phosphate zwitterion. The major species at pH 7.3. It is a conjugate base of an alpha-D-galactosamine 1-phosphate zwitterion. C([C@@H]1[C@@H]([C@@H]([C@H]([C@H](O1)OP(=O)([O-])[O-])[NH3+])O)O)O